tert-butyl 8-(4-aminophenoxy)-2,3-dihydro-4H-pyridino[3,2-b][1,4]oxazin-4-formate NC1=CC=C(OC2=CC=NC3=C2OCCN3C(=O)OC(C)(C)C)C=C1